methyl (E)-2-[(2-methylpropan-2-yl)oxycarbonylamino]-3-(1-nitronaphthalen-2-yl)-3-[1-(oxan-2-yl)indazol-4-yl]prop-2-enoate CC(C)(C)OC(=O)N\C(\C(=O)OC)=C(/C1=C2C=NN(C2=CC=C1)C1OCCCC1)\C1=C(C2=CC=CC=C2C=C1)[N+](=O)[O-]